COCC=1NC(=NN1)C=1C=C(C(=O)N2CCC(CC2)C2=C(C#N)C=CC=C2)C=CC1C (1-(3-(5-(methoxymethyl)-4H-1,2,4-triazol-3-yl)-4-methylbenzoyl)piperidin-4-yl)benzonitrile